uvic acid C(C(C(=O)O)O)(C(=O)O)O